((R)-1-((((2S,3S,4R,5R)-5-(6-chloro-4-(cyclopentylamino)-1H-pyrazolo[3,4-d]pyrimidin-1-yl)-3,4-dihydroxytetrahydro-furan-2-yl)methyl)sulfonyl)-ethyl)phosphonic acid ClC1=NC(=C2C(=N1)N(N=C2)[C@H]2[C@@H]([C@@H]([C@H](O2)CS(=O)(=O)[C@H](C)P(O)(O)=O)O)O)NC2CCCC2